2-Nitro-4-(trifluoromethoxy)benzonitrile [N+](=O)([O-])C1=C(C#N)C=CC(=C1)OC(F)(F)F